N1CCC2=C(C=CC=C12)N1CC(C1)N(C(OC(C)(C)C)=O)C tert-butyl N-(1-indolin-4-ylazetidin-3-yl)-N-methyl-carbamate